CC[C@@]12C=CCN3[C@@H]1[C@]4(CC3)[C@H]([C@]([C@@H]2O)(C(=O)OC)O)N(C5=C4C=CC(=C5)O)C The molecule is a derivative of vindoline lacking the 11-O-methyl and 17-O-acetyl substituents. It is a vinca alkaloid, a methyl ester, a secondary alcohol and a tertiary alcohol. It derives from a vindoline. It is a conjugate base of an 11-O-demethyl-17-O-deacetylvindolinium(1+).